1,2-propanediyl divalerate C(CCCC)(=O)OCC(C)OC(CCCC)=O